2,2-Dimethyl-4-oxo-3,8,11-trioxa-5-azatridecan-13-yl 3-((6-azidohexyl)carbamoyl)benzenesulfonate N(=[N+]=[N-])CCCCCCNC(=O)C=1C=C(C=CC1)S(=O)(=O)OCCOCCOCCNC(OC(C)(C)C)=O